BrC=1N=C2C(=NC1)N(C=C2C2=CC(=C(C=C2)C(=O)N2CC(C2)O)C)S(=O)(=O)CC2=CC=CC=C2 (4-(2-bromo-5-toluenesulfonyl-5H-pyrrolo[2,3-b]pyrazin-7-yl)-2-methylphenyl)(3-hydroxyazetidin-1-yl)methanone